methyl-4-[(1-methylcyclopropyl)amino]-N-(tetrahydrofuran-3-yl)furo[2,3-d]pyrimidine-5-carboxamide CC=1N=C(C2=C(N1)OC=C2C(=O)NC2COCC2)NC2(CC2)C